C1=CC=CC=2C3=CC=CC=C3C(C12)COC(=O)N[C@@H](C(=O)O)C1CCCC1 (R)-2-((((9H-fluoren-9-yl)methoxy)carbonyl)amino)-2-cyclopentylacetic acid